C(C)SC=1C(=C(C=C(C1[N+](=O)[O-])F)C1NCCC2=CC(=CC=C12)F)F (3-(ethylsulfanyl)-2,5-difluoro-4-nitrophenyl)-6-fluoro-1,2,3,4-tetrahydroisoquinoline